propionic acid dihydrogen phosphate P(=O)(O)(O)O.C(CC)(=O)O